diethyl (6-(4-(1-(tert-butyl)-3-(4-chloro-3-fluorophenyl)-1H-pyrrolo[2,3-b]pyridine-6-carbonyl)-3,3-dimethylpiperazin-1-yl)pyridin-3-yl)phosphonate C(C)(C)(C)N1C=C(C=2C1=NC(=CC2)C(=O)N2C(CN(CC2)C2=CC=C(C=N2)P(OCC)(OCC)=O)(C)C)C2=CC(=C(C=C2)Cl)F